C(C)(C)(C)OC(=O)N1CC(C1)OC1=NC(=CC=C1)Br 3-((6-bromopyridin-2-yl)oxy)azetidine-1-carboxylic acid tert-butyl ester